C(#N)C1=CC(=C(CNC(NC2=CC=C(C(=O)NCCCCCCC(=O)NO)C=C2)=O)C=C1)C(F)(F)F 4-(3-(4-cyano-2-(trifluoromethyl)benzyl)ureido)-N-(7-(hydroxyamino)-7-oxoheptyl)benzamide